BrCC(=O)NS(=O)(=O)C1=CC=C(C=C1)O 2-bromo-N-(4-hydroxybenzenesulfonyl)acetamide